P(O)(O)O.C(C(C)O)O.C(C(C)O)O.C(C(C)O)O tris(1,2-propanediol) phosphite